CC(C)N1N=NC2=C1C=CC(=C2)C2=NC(=NO2)C2=CC=1C(=NON1)C=C2 5-{5-[1-(propan-2-yl)-1H-1,2,3-benzotriazol-5-yl]-1,2,4-oxadiazol-3-yl}-2,1,3-benzoxadiazole